O=C1OCC(O1)CNC1=CC(=CC=C1)NCC1OC(OC1)=O N,N'-bis[(2-oxo-1,3-dioxolan-4-yl)methyl]-1,3-phenylenediamine